COC1=CC=C(C=C1)C1=C(NC2=C1C1=C(N(C(N(C1)C1=CC=C(C(=O)NC)C=C1)=O)C)C=N2)C2=CC=C(C=C2)CN2CCC(CC2)S(=O)(=O)C 4-(9-(4-methoxyphenyl)-4-methyl-8-(4-((4-(methylsulfonyl)piperidin-1-yl)methyl)phenyl)-3-oxo-1,3,4,7-tetrahydro-2H-pyrrolo[3',2':5,6]pyrido[3,4-d]pyrimidin-2-yl)-N-methylbenzamide